3-butylheptyl 8-((3-(2-acetamidoacetamido)propyl)(8-(heptadecan-9-yloxy)-8-oxooctyl)amino)octanoate C(C)(=O)NCC(=O)NCCCN(CCCCCCCC(=O)OCCC(CCCC)CCCC)CCCCCCCC(=O)OC(CCCCCCCC)CCCCCCCC